The molecule is a ferrocene inhibitor of the synthetic exo Diels-Alderase catalytic antibody 13G5, where the (dimethylamino)carbonyl group represents the dienophile and the carboxyl group represents the side chain of the diene. It has a role as an inhibitor. It is a member of ferrocenes and a metallocene. It derives from a hydride of a ferrocene. CN(C)C(=O)C1=CC=C[CH-]1.[CH-]1[CH-][CH-][C-]([CH-]1)C(=O)O.[Fe]